3-((R)-1-oxo-1,3,5,5a,6,7,8,9-octahydro-2H-pyrazino[1',2':4,5][1,4]oxazino[2,3-e]isoindol-2-yl)piperidine-2,6-dione O=C1N(CC2=C3C(=CC=C12)N1[C@@H](CO3)CNCC1)C1C(NC(CC1)=O)=O